tert-butyl 4-(4-((1-methoxy-2-methyl-1-oxopropan-2-yl)oxy)-3-(trifluoromethyl)phenyl)-3,6-dihydropyridine-1(2H)-carboxylate COC(C(C)(C)OC1=C(C=C(C=C1)C=1CCN(CC1)C(=O)OC(C)(C)C)C(F)(F)F)=O